C1(CCCCC1)[C@@H](C(=O)NC1=C(C=C(C=C1)[C@@H]([C@H](C(=O)N1CCN(CC1)C)NC(OC(C)(C)C)=O)C)F)NC(C(C=1C=NC(=CC1)OC)(F)F)=O tert-butyl N-[(2R,3S)-3-{4-[(2S)-2-cyclohexyl-2-[2,2-difluoro-2-(6-methoxypyridin-3-yl)acetamido]acetamido]-3-fluorophenyl}-1-(4-methylpiperazin-1-yl)-1-oxobutan-2-yl]carbamate